4-[(2-hydroxyethyl)amino]-4-oxosulfobutanoic acid dodecyl ester monosodium salt [Na+].C(CCCCCCCCCCC)OC(C(CC(=O)NCCO)S(=O)(=O)[O-])=O